N'-(3,5-dimethoxybenzyl)-6-(4-ethoxy-2-fluorophenyl)pyrazine-2-carbohydrazide COC=1C=C(CNNC(=O)C2=NC(=CN=C2)C2=C(C=C(C=C2)OCC)F)C=C(C1)OC